ClC1=C(C=CC=C1Cl)SC=1C=2N(C(=NC1)N1CCC3(C(COC3)(N)C)CC1)C=NN2 8-(8-((2,3-dichlorophenyl)thio)-[1,2,4]triazolo[4,3-c]pyrimidin-5-yl)-4-methyl-2-oxa-8-azaspiro[4.5]decan-4-amine